2-(pyrimidin-2-ylthio)-1-(4-(5-(trifluoromethyl)-1,2,4-oxadiazol-3-yl)phenyl)ethan-1-one N1=C(N=CC=C1)SCC(=O)C1=CC=C(C=C1)C1=NOC(=N1)C(F)(F)F